4-(6-bromopyrazin-2-yl)-1-((2-(trimethylsilyl)ethoxy)methyl)-1H-pyrrolo[2,3-b]pyridine BrC1=CN=CC(=N1)C1=C2C(=NC=C1)N(C=C2)COCC[Si](C)(C)C